C(C1=CC=CC=C1)NC(=O)C=1N(C(N2C1CN(CC2)C(C2=CC(=C(C=C2)Br)Cl)=O)=O)C2=CC=C(C=C2)S(=O)C N-benzyl-7-(4-bromo-3-chloro-benzoyl)-2-(4-methylsulfanoylphenyl)-3-oxo-6,8-dihydro-5H-imidazo[1,5-a]pyrazine-1-carboxamide